1-cyclohexyl-3-(2-morpholinoethyl)carbodiimide methyl-4-toluenesulfonate COS(=O)(=O)C1=CC=C(C)C=C1.C1(CCCCC1)N=C=NCCN1CCOCC1